4-vinylbicyclo[2.2.2]octane-1-carboxylic acid methyl ester COC(=O)C12CCC(CC1)(CC2)C=C